5-(4-chlorophenyl)-5-methyl-4,5-dihydroisoxazole ClC1=CC=C(C=C1)C1(CC=NO1)C